(2R)-2-amino-2-phenylethane-1-ol N[C@@H](CO)C1=CC=CC=C1